COC1=CC2=C(OCCN2)C=C1C(=O)OC Methyl 6-methoxy-3,4-dihydro-2H-benzo[b][1,4]oxazine-7-carboxylate